Rac-Di-tert-butyl((trans)-cyclohex-4-ene-1,2-diyl)bis(methylcarbamate) C(C)(C)(C)OC(N([C@H]1[C@@H](CC=CC1)N(C(OC(C)(C)C)=O)C)C)=O |r|